5-chloro-2-cyanopyridin-3-yl 2,4,6-tri-O-acetyl-3-[4-(2-chlorothiazol-4-yl)-1H-1,2,3-triazol-1-yl]-3-deoxy-1-thio-α-D-galactopyranoside C(C)(=O)O[C@H]1[C@@H](SC=2C(=NC=C(C2)Cl)C#N)O[C@@H]([C@@H]([C@@H]1N1N=NC(=C1)C=1N=C(SC1)Cl)OC(C)=O)COC(C)=O